C(C)N1C(=CC=2C1=NC=CC2)CO (1-ethyl-1H-pyrrolo[2,3-b]pyridin-2-yl)methanol